FC=1C=CC(=NC1)C1=NN2C(COC(C2)(C)C)=C1C=1C=2C(N=CC1)=NN(C2)C 2-(5-Fluoro-2-pyridyl)-6,6-dimethyl-3-(2-methylpyrazolo[3,4-b]pyridin-4-yl)-4,7-dihydropyrazolo[5,1-c][1,4]oxazine